C[C@@H]1C=2N(CCN1C(=O)C1=CC=NC=C1)C(=NC2)C2=NC(=NS2)C (R)-(8-Methyl-3-(3-methyl-1,2,4-thiadiazol-5-yl)-5,6-dihydroimidazo[1,5-a]pyrazine-7(8H)-yl)(pyridin-4-yl)methanone